FC1(C(C1)C(CC#N)=O)F 3-(2,2-difluorocyclopropyl)-3-oxopropanenitrile